tert-butyl (1R,5R,6R)-3-[6-[6-amino-4-methyl-3-(trifluoromethyl)-2-pyridyl]-5-fluoro-3,4-dimethyl-2,7-naphthyridin-1-yl]-6-triethylsilyloxy-3,8-diazabicyclo[3.2.1]octane-8-carboxylate NC1=CC(=C(C(=N1)C=1C(=C2C(=C(N=C(C2=CN1)N1C[C@H]2C[C@H]([C@@H](C1)N2C(=O)OC(C)(C)C)O[Si](CC)(CC)CC)C)C)F)C(F)(F)F)C